1,3-dimethyl-butyl-dimethyl-butylimidazolium CC(CC(C)C)[N+]1=C(NC(=C1C)C)CCCC